FC(CS(=O)(=O)NC1=C(C=C(C=C1)C1=NNC(=C1C(=O)N)NC1=NC(=CC=C1)C(F)(F)F)OCC1=CC=C(C=C1)F)F 3-(4-((2,2-difluoroethyl)sulfonamido)-3-((4-fluorobenzyl)oxy)phenyl)-5-((6-(trifluoromethyl)pyridine-2-yl)amino)-1H-pyrazole-4-carboxamide